5-[4-(2-cyclopentyloxy-pyridin-3-yl)-phenyl]-5-methyl-hexanoic acid C1(CCCC1)OC1=NC=CC=C1C1=CC=C(C=C1)C(CCCC(=O)O)(C)C